C(C1=CC=CC=C1)S(=O)(=O)N1CC(C(CC1)(O)C1=CC(=CC=C1)OC)CN(C([2H])([2H])[2H])C([2H])([2H])[2H] 1-(benzylsulfonyl)-3-((bis(methyl-d3)amino)methyl)-4-(3-(methoxy)phenyl)piperidin-4-ol